C1(=CC=C(C=C1)CCS(=O)(=O)N)C para-tolylethylsulfonamide